F[C@H]1COCC[C@@H]1NC1=NC=CC(=C1)CN1C(N(C(C1(C)C)=O)C1=CC=C(C=C1)S(=O)(=O)C(F)(F)F)=O 1-((2-(((3R,4S)-3-fluorotetrahydro-2H-pyran-4-yl)amino)pyridin-4-yl)methyl)-5,5-dimethyl-3-(4-((trifluoromethyl)sulfonyl)phenyl)imidazolidine-2,4-dione